1-[4-(4-{[(3-cyclopropylphenyl)methyl]carbamoyl}-1H-1,2,3-triazol-1-yl)butyl]-N-{[5-(trifluoromethyl)pyridin-3-yl]methyl}-1H-1,2,3-triazole-4-carboxamide C1(CC1)C=1C=C(C=CC1)CNC(=O)C=1N=NN(C1)CCCCN1N=NC(=C1)C(=O)NCC=1C=NC=C(C1)C(F)(F)F